OC1=NC=C(C2=CC=CC=C12)C(C)NCCC(=O)N(C)C 3-(1-(1-Hydroxyisoquinolin-4-yl)ethylamino)-N,N-dimethylpropionamide